lithium 2-(2-pyridyl)-3-hydroxypyridine N1=C(C=CC=C1)C1=NC=CC=C1O.[Li]